gamma-(3-thienyl-methyl)-proline S1C=C(C=C1)CC1C[C@H](NC1)C(=O)O